2-(3-cyclohexenyl)ethyltrimethoxysilane C1(CC=CCC1)CC[Si](OC)(OC)OC